3-(benzo[d]thiazol-2-yl)-2,4,5,6-tetrakis(3-(tert-butyl)-9H-carbazol-9-yl)benzonitrile S1C(=NC2=C1C=CC=C2)C=2C(=C(C#N)C(=C(C2N2C1=CC=CC=C1C=1C=C(C=CC21)C(C)(C)C)N2C1=CC=CC=C1C=1C=C(C=CC21)C(C)(C)C)N2C1=CC=CC=C1C=1C=C(C=CC21)C(C)(C)C)N2C1=CC=CC=C1C=1C=C(C=CC21)C(C)(C)C